(S)-2-((((9H-fluoren-9-yl)methoxy)carbonyl)amino)-3-(5-methoxy-1-methyl-1H-pyrrolo[2,3-b]pyridin-3-yl)propanoic acid C1=CC=CC=2C3=CC=CC=C3C(C12)COC(=O)N[C@H](C(=O)O)CC1=CN(C2=NC=C(C=C21)OC)C